C(C=C)(=O)N1C[C@@H](CC1)C1=CN(C=2C(=NNC(C21)=O)N)C2=CC=C(C=C2)OC2=C(C(=CC=C2)F)F (S)-3-(1-Acryloylpyrrolidin-3-yl)-7-amino-1-(4-(2,3-difluorophenoxy)phenyl)-1,5-dihydro-4H-pyrrolo[2,3-d]pyridazin-4-on